[Si].[Ni].[Fe].[Co].[Zr] zirconium cobalt iron nickel silicon